methyl (4,6-diamino-2-(7-fluoro-1-(pyridin-3-ylmethyl)-1H-indazol-3-yl) pyrimidin-5-yl)carbamate NC1=NC(=NC(=C1NC(OC)=O)N)C1=NN(C2=C(C=CC=C12)F)CC=1C=NC=CC1